O=C1NC(CCC1N1C(C2=CC=C(C=C2C1=O)C1CCN(CC1)C1(CC1)C1CCN(CC1)C(=O)OC(C)(C)C)=O)=O tert-butyl 4-(1-[4-[2-(2,6-dioxopiperidin-3-yl)-1,3-dioxoisoindol-5-yl]piperidin-1-yl]cyclopropyl)piperidine-1-carboxylate